(9aR,10S)-10-((R)-(2,3-difluorophenyl)(4-fluorophenyl)methyl)-4-methoxy-8,9,9a,10-tetrahydro-7H-pyrrolo[1',2':4,5]pyrazino[1,2-b]pyridazine-3,5-dione FC1=C(C=CC=C1F)[C@H]([C@H]1[C@@H]2N(C(C=3N1N=CC(C3OC)=O)=O)CCC2)C2=CC=C(C=C2)F